3,6,9,15-tetraazabicyclo[9.3.1]pentadeca-1(15),11,13-triene C1=2CNCCNCCNCC(=CC=C1)N2